Tert-butyl (3aR,6aS)-5-(5-chloro-2-((1-methyl-1H-pyrazol-4-yl)amino)pyrimidin-4-yl)-3a,6a-dimethylhexahydropyrrolo[3,4-c]pyrrole-2(1H)-carboxylate ClC=1C(=NC(=NC1)NC=1C=NN(C1)C)N1C[C@@]2([C@](C1)(CN(C2)C(=O)OC(C)(C)C)C)C